FC=1C=C2C(CC(C2=CC1F)=O)=C(C#N)C#N 5,6-difluoro-3-(dicyanomethylene)inden-1-one